(3R,4R)-((3-cyclopropyl-7-((3-methylsulfonylphenyl)amino)pyrazolo[1,5-a]pyrimidin-5-yl)aminomethyl)piperidin-3-ol C1(CC1)C=1C=NN2C1N=C(C=C2NC2=CC(=CC=C2)S(=O)(=O)C)NCN2C[C@@H](CCC2)O